C1(CC1)C1=NC=NC=C1C1=NC=C(C(=N1)N(CC1=CC=C(C=C1)C=1N(C=C(N1)C(F)(F)F)C)C)OC 4'-Cyclopropyl-5-methoxy-N-methyl-N-(4-(1-methyl-4-(trifluoromethyl)-1H-imidazol-2-yl)benzyl)-[2,5'-bipyrimidin]-4-amine